N-((1S,2S)-1-((S)-4-isobutyl-4,5-dihydrooxazol-2-yl)-2-methylbutyl)acetamide C(C(C)C)[C@@H]1N=C(OC1)[C@H]([C@H](CC)C)NC(C)=O